OC=1C=C(C=CC1O)/C=C/C(=O)OC1CC(CC(C1O)O)(C(=O)O)O 3-[(E)-3-(3,4-dihydroxyphenyl)prop-2-enoyl]oxy-1,4,5-trihydroxycyclohexane-1-carboxylic acid